2-(2,6-dioxopiperidin-3-yl)-6,7,8,9-tetrahydroazepino[4,5-f]isoindole-1,3(2H,5H)-dione O=C1NC(CCC1N1C(C=2C=C3C(=CC2C1=O)CCNCC3)=O)=O